COC(C[SiH2]CCCNCCC[SiH2]CC(OC)OC)OC bis[3-dimethoxyethylsilylpropyl]amine